(S)-2-(3-(tert-butyl)ureido)-N-((S)-3-cyclopropyl-1-oxo-1-(((S)-1-oxo-3-((S)-2-oxopyrrolidin-3-yl)propan-2-yl)amino)propan-2-yl)-3-methylbutanamide C(C)(C)(C)NC(N[C@H](C(=O)N[C@H](C(N[C@H](C=O)C[C@H]1C(NCC1)=O)=O)CC1CC1)C(C)C)=O